NC=1C2=C(N=CN1)N(C=C2)[C@H]2[C@@H]([C@@H]([C@H](C2)CCC=2C=CC=1C(=NC=3NCCCC3C1)C2)O)O (1R,2S,3R,5S)-3-(4-amino-7H-pyrrolo[2,3-d]pyrimidin-7-yl)-5-(2-(1,2,3,4-tetrahydrobenzo[b][1,8]naphthyridin-8-yl)ethyl)cyclopentane-1,2-diol